N-cyanopiperidin C(#N)N1CCCCC1